ethyl 5-ethenyl-2-[methyl(5-methyl-6-{[(2Z)-3-{[2-(trimethylsilyl)ethoxy]methyl}-2,3-dihydro-1,3-benzothiazol-2-ylidene]amino}pyridazin-3-yl)amino]-1,3-thiazole-4-carboxylate C(=C)C1=C(N=C(S1)N(C=1N=NC(=C(C1)C)\N=C\1/SC2=C(N1COCC[Si](C)(C)C)C=CC=C2)C)C(=O)OCC